N-(3,4-dihydroxyphenyl)-2-(2-((6-(methoxy-d3)pyridin-2-yl)amino)-2-oxoethoxy)acetamide OC=1C=C(C=CC1O)NC(COCC(=O)NC1=NC(=CC=C1)OC([2H])([2H])[2H])=O